zirconium naphthate C1(=CC=CC2=CC=CC=C12)C(=O)[O-].[Zr+4].C1(=CC=CC2=CC=CC=C12)C(=O)[O-].C1(=CC=CC2=CC=CC=C12)C(=O)[O-].C1(=CC=CC2=CC=CC=C12)C(=O)[O-]